5-bromo-7-(hydroxymethyl)-1,1-dimethyl-3-oxoisoindole-2-carboxylic acid tert-butyl ester C(C)(C)(C)OC(=O)N1C(C2=C(C=C(C=C2C1=O)Br)CO)(C)C